(6-(2,6-dimethylphenyl)-5-methoxypyridin-2-yl)methanol CC1=C(C(=CC=C1)C)C1=C(C=CC(=N1)CO)OC